Br[C-]1C(=CC=C1)C(C)P(C1=CC=CC=C1)C1=CC=CC=C1.[CH-]1C=CC=C1.[Fe+2] 1-bromo-2-[1-(diphenylphosphino)ethyl]ferrocene